ClC1=CC(=NC(=C1)C(NC1CC2=CC=CC=C2C1)=O)NC(OC(C)(C)C)=O tert-butyl (4-chloro-6-((2,3-dihydro-1H-inden-2-yl)carbamoyl)pyridin-2-yl)carbamate